ClC=1C=C(C=CC1Cl)C=1N(C(=CC(C1C(=O)OCC)=O)C(C)N1N=C(C=C1)C(F)(F)F)CC ethyl 2-(3,4-dichlorophenyl)-1-ethyl-4-oxo-6-(1-(3-(trifluoromethyl)-1H-pyrazol-1-yl) ethyl)-1,4-dihydropyridine-3-carboxylate